N1=CC=C2N1C=C(C=C2)C2(CCC2)C#N 1-pyrazolo[1,5-a]pyridin-6-yl-cyclobutanecarbonitrile